C(C)(C)(C)N1N=C(C=C1NC(OCC1=CC=CC=C1)=O)[C@@H]1OC[C@@H](C1)O benzyl (1-(tert-butyl)-3-((2R,4R)-4-hydroxytetrahydrofuran-2-yl)-1H-pyrazol-5-yl)carbamate